BrC1=C(C(=O)OC)C=CC(=C1)N1CC2(C1)CC(C2)N2[C@@H](CCC2)C2=C(C=CC=C2)C(=C)C methyl 2-bromo-4-{6-[(2S)-2-[2-(prop-1-en-2-yl)phenyl]pyrrolidin-1-yl]-2-azaspiro[3.3]heptan-2-yl}benzoate